CN1NC(=CC1=O)C(F)(F)F 2-methyl-5-(trifluoromethyl)-1H-pyrazol-3-one